C(C)C=1C(=NC=CC1)C(C)=O ethyl-2-acetylpyridin